C(C)(C)(C)OC(=O)N1CC2=NN(C(=C2C1)C1=C(C=CC=C1)F)CC1=CC(=CC=C1)C(=O)OC 3-(2-fluorophenyl)-2-(3-(methoxycarbonyl)benzyl)-2,6-dihydropyrrolo[3,4-c]pyrazole-5(4H)-carboxylic acid tert-butyl ester